C1(CC1)N[C@H]1COC2=C1C=CC(=C2)C(F)(F)F (R)-N-cyclopropyl-6-(trifluoromethyl)-2,3-dihydrobenzofuran-3-amine